ethyl-(naphthyl)methoxyethoxysilane C(C)[SiH2]OCCOCC1=CC=CC2=CC=CC=C12